O1CCCCC1 1,1-dioxan